zinc sulfate mono-hydrate O.S(=O)(=O)([O-])[O-].[Zn+2]